(R)-N-(3-(3-chloro-2-(2-(2-hydroxypropyl)-8-methoxy-1,2,3,4-tetrahydroisoquinolin-6-yl)pyridin-4-yl)-2-methylphenyl)-5-(((2-hydroxyethyl)amino)methyl)picolinamide ClC=1C(=NC=CC1C=1C(=C(C=CC1)NC(C1=NC=C(C=C1)CNCCO)=O)C)C=1C=C2CCN(CC2=C(C1)OC)C[C@@H](C)O